N-(2-Cyclopropylethyl)-4-(2-(4-(4-methylpiperazin-1-yl)piperidin-1-yl)pyridin-3-yl)-1H-imidazole-1-carboxamide C1(CC1)CCNC(=O)N1C=NC(=C1)C=1C(=NC=CC1)N1CCC(CC1)N1CCN(CC1)C